CC1(CC=C(CC1)C1=NC(=CC=C1NC(OC(C)(C)C)=O)C1C(C2C=CC(C1)O2)F)C tert-butyl N-[2-(4,4-dimethylcyclohexen-1-yl)-6-[2-fluoro-8-oxabicyclo[3.2.1]oct-6-en-3-yl]-3-pyridyl]carbamate